N-(2-chlorophenyl)-2-methyl-6-(morpholinomethyl)-4H-thieno[3,2-b]pyrrole-5-carboxamide ClC1=C(C=CC=C1)NC(=O)C1=C(C2=C(N1)C=C(S2)C)CN2CCOCC2